C(C)OC=1C=C(C=CC1OC)C=CC(=O)C1=CC=C(C=C1)N1CCC(CC1)O 3-(3-Ethoxy-4-methoxyphenyl)-1-[4-(4-hydroxypiperidin-1-yl)phenyl]prop-2-en-1-one